5-(4-nitrophenyl)-1H-imidazole [N+](=O)([O-])C1=CC=C(C=C1)C1=CN=CN1